BrC=1C=C(C=C2C(NC(=NC12)N1CCOCC1)=O)C 8-bromo-6-methyl-2-(morpholin-4-yl)-3,4-dihydroquinazolin-4-one